1,4,7-triazonane-1,4,7-triyl-triacetic acid N1(CCN(CCN(CC1)CC(=O)O)CC(=O)O)CC(=O)O